(S)-N-methyl-3-(2-methyl-2,3-dihydroimidazo[2,1-B]oxazol-6-yl)-4-((5-(trifluoromethyl)pyridin-2-yl)amino)benzenesulfonamide CNS(=O)(=O)C1=CC(=C(C=C1)NC1=NC=C(C=C1)C(F)(F)F)C=1N=C2O[C@H](CN2C1)C